C(C)(C)(C)OC(=O)N1C=CC2=CC(=C(C(=C12)F)Br)C#N 6-bromo-5-cyano-7-fluoro-1H-indole-1-carboxylic acid tert-butyl ester